2-(methanesulfonyl)-7-(trifluoromethyl)-N-({5-[4-(trifluoromethyl)phenyl]-4H-1,2,4-triazol-3-yl}methyl)imidazo[2,1-f][1,2,4]triazin-4-amine CS(=O)(=O)C1=NN2C(C(=N1)NCC1=NN=C(N1)C1=CC=C(C=C1)C(F)(F)F)=NC=C2C(F)(F)F